β-hydroxypropiophenone OCCC(=O)C1=CC=CC=C1